ClC1=CC=C(C=C1)C1(CNCC1)NS(=O)(=NC)C1=CC=C(C=C1)OC(F)(F)F N-(3-(4-chlorophenyl)pyrrolidin-3-yl)-N'-methyl-4-(trifluoromethoxy)benzenesulfonimidamide